1,3-bis((2'-(ethoxymethoxy)-5-fluoro-3-methyl-5'-(2,4,4-trimethylpent-2-yl)-3'-(trimethylsilyl)-[1,1'-biphenyl]-2-yl)oxy)propane C(C)OCOC1=C(C=C(C=C1[Si](C)(C)C)C(C)(CC(C)(C)C)C)C1=C(C(=CC(=C1)F)C)OCCCOC1=C(C=C(C=C1C)F)C1=C(C(=CC(=C1)C(C)(CC(C)(C)C)C)[Si](C)(C)C)OCOCC